3-ethyl-2,7-dimethyl-octane C(C)C(C(C)C)CCCC(C)C